5-methyl-6-(3-(2-(o-tolyloxy)ethoxy)-7,8-dihydro-1,6-naphthyridin-6(5H)-yl)nicotinonitrile CC=1C(=NC=C(C#N)C1)N1CC=2C=C(C=NC2CC1)OCCOC1=C(C=CC=C1)C